2,3-DIFLUORO-4-ETHYLPHENYLBORONIC ACID FC1=C(C=CC(=C1F)CC)B(O)O